1,2,3,4-tetrahydro-1-((3,4,5-trimethoxyphenyl)-methyl)-6,7-isoquinolinediol COC=1C=C(C=C(C1OC)OC)CC1NCCC2=CC(=C(C=C12)O)O